1-{4-[5-(2-{3-[2-(1-benzyl-2,6-dioxopiperidin-3-yl)-1-oxo-2,3-dihydro-1H-isoindol-4-yl]-prop-2-ynyloxy}-ethoxy)-benzimidazol-1-yl]-phenyl}-3-(5-tert-butyl-2H-pyrazol-3-yl)-urea C(C1=CC=CC=C1)N1C(C(CCC1=O)N1C(C2=CC=CC(=C2C1)C#CCOCCOC1=CC2=C(N(C=N2)C2=CC=C(C=C2)NC(=O)NC=2NN=C(C2)C(C)(C)C)C=C1)=O)=O